FC1=C(N=C(N2C1=NC=1CCCCC1C2=O)SC)N2C[C@@H](OCC2)C=2C=NN(C2)C (S)-4-fluoro-3-(2-(1-methyl-1H-pyrazol-4-yl)morpholino)-1-(methylthio)-6,7,8,9-tetrahydro-10H-pyrimido[6,1-b]quinazolin-10-one